BrC=1C=C(C(=NC1)C(=O)C1C(CN(CC1)C(=O)OC(C)(C)C)C)F tert-butyl 4-(5-bromo-3-fluoropyridine-2-carbonyl)-3-methylpiperidine-1-carboxylate